NC=1C=2N(C3=CC(=CC=C3N1)C(=O)N(CC1=NC=C(C=C1)C(F)(F)F)[C@H](C)C=1SC=CN1)C=NN2 (R)-4-amino-N-(1-(thiazol-2-yl)ethyl)-N-((5-(trifluoromethyl)pyridin-2-yl)methyl)-[1,2,4]triazolo[4,3-a]quinoxaline-8-carboxamide